5-Bromo-1-(3-fluoro-4-methylbenzyl)-2-oxo-2,3-dihydro-1H-benzo[b]azepine-4-Formaldehyde BrC=1C2=C(N(C(CC1C=O)=O)CC1=CC(=C(C=C1)C)F)C=CC=C2